CN1C[C@H]([C@H](C1)C)OCC1=C(N(N=C1)C)C1=CC=2N(C=C1)N=C(C2)NC2=NC=C(N=C2)C |r| Rac-CIS-5-[4-[(1,4-dimethylpyrrolidin-3-yl)oxymethyl]-2-methyl-pyrazol-3-yl]-N-(5-methylpyrazin-2-yl)pyrazolo[1,5-a]pyridin-2-amine